1-((2R,3S,4R,5R)-4-(benzoyloxy)-5-((benzoyloxy)methyl)-3-chlorotetrahydrofuran-2-yl)-3-carbamoylpyridin-1-ium C(C1=CC=CC=C1)(=O)O[C@H]1[C@@H]([C@@H](O[C@@H]1COC(C1=CC=CC=C1)=O)[N+]1=CC(=CC=C1)C(N)=O)Cl